FC(C=1OC(=NN1)C=1C=NC(=CC1)COC=1C=C2C=CC=NC2=CC1)F 2-(difluoromethyl)-5-[6-(6-quinolyloxymethyl)-3-pyridyl]-1,3,4-oxadiazole